N-benzoyl-N'-p-hydroxyphenylthiourea C(C1=CC=CC=C1)(=O)NC(=S)NC1=CC=C(C=C1)O